C(C)N1C2=CC=CC=C2C=2C=C(C=CC12)C1=CC=C(C=C1)C1=CC=C(C=C1)C=1C=CC=2N(C3=CC=CC=C3C2C1)CC 4,4'-bis(9-ethyl-3-carbazolyl)1,1'-biphenyl